ethyl 2-(3-isopropyl-4-nitro-1H-pyrazol-1-yl)-2-methylpropanoate C(C)(C)C1=NN(C=C1[N+](=O)[O-])C(C(=O)OCC)(C)C